(1aR,5aR)-2-(4-Trifluoromethyl-pyridin-2-yl)-1a,2,5,5a-tetrahydro-1H-2,3-diaza-cyclopropa[a]pentalene-4-carboxylic acid (2-hydroxy-1,1-dimethyl-ethyl)-amide OCC(C)(C)NC(=O)C=1C=2C[C@@H]3[C@H](C2N(N1)C1=NC=CC(=C1)C(F)(F)F)C3